N[C@H]1C2N(CC1CC2)C(=O)C2=CC1=C(N(C(=N1)C=1N(C3=C(C=CC=C3C1)NC1=CC=C(C(=O)OCC)C=C1)CC1CC1)C)C(=C2)OC ethyl 4-((2-(5-((7R)-7-amino-2-azabicyclo[2.2.1]heptane-2-carbonyl)-7-methoxy-1-methyl-1H-benzo[d]imidazol-2-yl)-1-(cyclopropylmethyl)-1H-indol-7-yl)amino)benzoate